C(C1=CC=CC=C1)S(=O)(=O)NC(C1=CC=C(C=C1)N1CCN(CC1)CC1=C(C=CC=C1)C=1C=NC=C(C1)O)=O N-benzylsulfonyl-4-[4-[[2-(5-hydroxypyridine-3-yl)phenyl]methyl]piperazin-1-yl]benzamide